Cl.COC1=CC=C(C=C1)C1=NN2C([C@H](NCC2)C)=C1C1=CC=NC=C1 |r| (RS)-2-(4-methoxyphenyl)-4-methyl-3-(pyridin-4-yl)-4,5,6,7-tetrahydropyrazolo[1,5-a]pyrazine hydrogen chloride